2-(4-(3-cyano-9-ethyl-6,6-dimethyl-11-oxo-6,11-dihydro-5H-benzo[b]carbazol-8-yl)-1H-pyrazol-1-yl)-N,N,2-trimethylpropanamide C(#N)C1=CC=C2C=3C(C4=C(C(C3NC2=C1)(C)C)C=C(C(=C4)CC)C=4C=NN(C4)C(C(=O)N(C)C)(C)C)=O